FC1(CC2N(CCNC2)C1)F 7,7-difluorooctahydro-pyrrolo[1,2-a]pyrazine